C(CC)N normal propylamine